9-(tert-butoxycarbonyl)-14-(3-((tert-butoxycarbonyl)amino)propyl)-2,2,15-trimethyl-4-oxo-3-oxa-5,9,14-triazahexadecan-16-oate C(C)(C)(C)OC(=O)N(CCCNC(OC(C)(C)C)=O)CCCCN(C(C(=O)[O-])C)CCCNC(=O)OC(C)(C)C